COC(CCCCCCCC=CC=C)OC 1,1-dimethoxy-9,11-dodecadiene